CC=1C=C(C=CC1)C=1N=C(SC1C1=CC(=NC=C1)NCCCC1=CC=CC=C1)C1=CC=C(C=C1)S(=O)(=O)C N-[4-[4-(3-methylphenyl)-2-(4-methylsulfonylphenyl)-1,3-thiazol-5-yl]-2-pyridyl]-N-(3-phenylpropyl)amine